OC[C@H]1O[C@@H]([C@@H]([C@H]([C@H]1O)N1N=NC(=C1)C1=C(C(=C(C=C1)F)F)F)OC)C[C@H]1CC(=NO1)C1CCNCC1 |&1:26| (2R,3R,4S,5R,6R)-2-(hydroxymethyl)-5-methoxy-6-(((RS)-3-(piperidin-4-yl)-4,5-dihydroisoxazol-5-yl)methyl)-4-(4-(2,3,4-trifluorophenyl)-1H-1,2,3-triazol-1-yl)tetrahydro-2H-pyran-3-ol